N-(4-((4-(tert-butyl)-3-fluorophenyl)amino)benzyl)-4-(dimethylamino)-N-hydroxybutyramide C(C)(C)(C)C1=C(C=C(C=C1)NC1=CC=C(CN(C(CCCN(C)C)=O)O)C=C1)F